methyl 2-(5-(((tert-butoxycarbonyl)amino)methyl)-6-(1H-imidazol-1-yl)pyridazine-3-carboxamido)-4,5-difluorobenzoate C(C)(C)(C)OC(=O)NCC=1C=C(N=NC1N1C=NC=C1)C(=O)NC1=C(C(=O)OC)C=C(C(=C1)F)F